FC(OCC=1C=C(CNC(OC(C)(C)C)=O)C=CC1)(F)F tertbutyl (3-((trifluoromethoxy)methyl)benzyl)carbamate